2-isopropylbenzenethiol [(1R,5R)-5-isopropenyl-2-methyl-cyclohexyl]acetate C(=C)(C)[C@@H]1CCC([C@H](C1)CC(=O)O)C.C(C)(C)C1=C(C=CC=C1)S